(4-(((5-Hydroxy-1,2,3,4-tetrahydronaphthalen-2-yl)(propyl)amino)methyl)piperidin-1-yl)(1-methyl-1H-pyrazol-4-yl)methanone OC1=C2CCC(CC2=CC=C1)N(CCC)CC1CCN(CC1)C(=O)C=1C=NN(C1)C